((4-chlorophenyl)sulfonyl)-3-(4-fluorophenyl)-4-phenyl-N-((1R,3S)-3-sulfamoyl-cyclobutyl)-4,5-dihydro-1H-pyrazole-1-carboxamide ClC1=CC=C(C=C1)S(=O)(=O)C1(C(=NN(C1)C(=O)NC1CC(C1)S(N)(=O)=O)C1=CC=C(C=C1)F)C1=CC=CC=C1